4-(3-fluorophenyl)-2-morpholino-N-(2-oxo-3,4-dihydro-1H-quinolin-6-yl)thiazole-5-carboxamide FC=1C=C(C=CC1)C=1N=C(SC1C(=O)NC=1C=C2CCC(NC2=CC1)=O)N1CCOCC1